2-((S)-2,3-dihydroxypropoxy)-6-morpholinopyridin O[C@H](COC1=NC(=CC=C1)N1CCOCC1)CO